Fluoro-5'-(5-methylpiperidin-2-yl)spiro[cyclopropane-1,3'-indoline]-2'-one FN1C(C2(C3=CC(=CC=C13)C1NCC(CC1)C)CC2)=O